Decyl-phenoxybenzenedisulfonic acid, disodium salt [Na+].[Na+].C(CCCCCCCCC)C=1C(=C(C(=CC1)S(=O)(=O)[O-])S(=O)(=O)[O-])OC1=CC=CC=C1